C(C)(CC)OC(C=C)=O acrylic acid sec-butyl ester